4-Bromo-7-methoxy-6-nitro-1H-indazole BrC1=C2C=NNC2=C(C(=C1)[N+](=O)[O-])OC